COC(=O)C1=C(NC(=C(C1C=1C2=C(SC1)C(=CC=C2)C(=O)OC)C(=O)OC)C2CCCCC2)C2CCCCC2 2,6-dicyclohexyl-4-(7-(methoxycarbonyl)benzo[b]thiophen-3-yl)-1,4-dihydropyridine-3,5-dicarboxylic acid dimethyl ester